FC1=C(C=C(C=C1)NC(=O)[C@@H]1[C@@H](C2CCC1C2=C(C)C)NC(=O)C2=CSC=C2OC)C(F)(F)F N-[(2R,3S)-3-{[4-fluoro-3-(trifluoromethyl)phenyl]carbamoyl}-7-(propan-2-ylidene)bicyclo[2.2.1]heptan-2-yl]-4-methoxy-thiophene-3-carboxamide